The molecule is a docosanoid that is 17(R)-hydroxy-(4Z,7Z,10,12,14,19Z)-docosahexaenoic acid in which a glycinyl group is attached at position 16S via a sulfide linkage. An intermediate of specialised proresolving mediators It has a role as a human xenobiotic metabolite and a specialised pro-resolving mediator. It is a dicarboxylic acid, a docosanoid, an organic sulfide, a secondary alcohol and a S-substituted L-cysteine. It is a conjugate acid of a 16(S)-cystein-S-yl,17(R)-hydroxy-(4Z,7Z,10,12,14,19Z)-docosahexaenoate(1-). CC/C=C\\C[C@H]([C@H](C=CC=CC=CC/C=C\\C/C=C\\CCC(=O)O)SC[C@@H](C(=O)O)N)O